FC1=C(C=CC=C1)C1=NC2=CC=C(C=C2C=C1C1=C(C=CC=C1)F)NC(CCC(CC)=O)=O N-(2,3-bis(2-fluorophenyl)quinolin-6-yl)-4-oxohexanamide